(3R,4S)-1-tert-butoxycarbonyl-4-(5-chloro-2-pyridinyl)piperidine-3-carboxylic acid C(C)(C)(C)OC(=O)N1C[C@@H]([C@H](CC1)C1=NC=C(C=C1)Cl)C(=O)O